ClC1=NC=CC2=CC(=C(C=C12)[N+](=O)[O-])Cl 1,6-dichloro-7-nitroisoquinoline